CN=S(=O)(N)C=C N'-methylethene-1-sulfonimidamide